FC(C(C(C(C(C(F)(F)F)(F)F)(F)F)(F)F)(F)F)(C(=O)O)F perfluoro-n-hexyl-carboxylic acid